ClC1=NC=C(C(=N1)C)C1(CCC1)O 1-(2-Chloro-4-methylpyrimidin-5-yl)cyclobutanol